Methyl 2-(tert-butoxycarbonylamino)-5-[3-[4-[3-(dimethylamino)prop-1-ynyl]-2-fluoro-phenoxy]propyl]thiazole-4-carboxylate C(C)(C)(C)OC(=O)NC=1SC(=C(N1)C(=O)OC)CCCOC1=C(C=C(C=C1)C#CCN(C)C)F